C1=C[IH]C[IH]1 3,5-diiodoL